FC1=C(C=C(C=C1)F)S(=O)(=O)NC1=NC(=CC=C1)F 2,5-difluoro-N-(6-fluoropyridin-2-yl)-benzenesulfonamide